(-)-α-terpineol CC1=CC[C@H](CC1)C(C)(C)O